1-(3-bromo-5-chloro-2-fluorophenyl)-2-chloropropan-1-one BrC=1C(=C(C=C(C1)Cl)C(C(C)Cl)=O)F